NCC=1OC2=C(C1)C(=C(C=C2C(=O)OC)F)F methyl 2-(aminomethyl)-4,5-difluorobenzofuran-7-carboxylate